N-((4-fluoro-2,6-diisopropylphenyl)carbamoyl)-4-hydroxy-4-methyl-5,6,7,8-tetrahydro-4H-cyclohepta[b]furan-2-sulfonamide FC1=CC(=C(C(=C1)C(C)C)NC(=O)NS(=O)(=O)C1=CC2=C(O1)CCCCC2(C)O)C(C)C